BrCC1=CC(=NC(=N1)C=1SC=C(N1)C)NC1CCC(CC1)(F)F 6-(bromomethyl)-N-(4,4-difluorocyclohexyl)-2-(4-methylthiazol-2-yl)pyrimidin-4-amine